C(C1=CC=CC=C1)N1CCC(CC1)C1(NC(=NC(=N1)NC1=CC=NC=C1)NCC=1SC=CC1)N 2-(1-benzylpiperidin-4-yl)-N4-pyridin-4-yl-N6-thiophen-2-ylmethyl-1,3,5-triazine-2,4,6-triamine